ethyl-α-ethoxyacrylate C(C)OC(C(=C)OCC)=O